5-cyanobiphenyl C(#N)C=1C=CC=C(C1)C1=CC=CC=C1